SCCC[Si](OCC)(OCC)OCC 3-Mercaptopropyltriethoxy-silan